1-(4-(4-((3-chloro-4-(oxazol-2-ylmethoxy)phenyl)amino)-7H-pyrrolo[2,3-d]pyrimidin-5-yl)piperidin-1-yl)prop-2-en-1-one ClC=1C=C(C=CC1OCC=1OC=CN1)NC=1C2=C(N=CN1)NC=C2C2CCN(CC2)C(C=C)=O